5-((3-(3-bromophenyl)oxetan-3-yl)methyl)-1-((2-(trimethyl-silyl)ethoxy)methyl)-1H-1,2,4-triazole BrC=1C=C(C=CC1)C1(COC1)CC1=NC=NN1COCC[Si](C)(C)C